C1(CC1)C1=NC(=CC(=C1)C1=C(C=C(C#N)C=C1)C1=NN=CN1C)N1C(C2=CC(=CC=C2C1)[C@H](C)NCC1CC1)=O (S)-4-(2-Cyclopropyl-6-(6-(1-((cyclopropylmethyl)amino)ethyl)-1-oxoisoindolin-2-yl)pyridin-4-yl)-3-(4-methyl-4H-1,2,4-triazol-3-yl)benzonitrile